HYDRAZINE NN